L-α-Aminooctanoic acid N[C@H](C(=O)O)CCCCCC